COC=1C=C(C=CC1OC)NC(NC=1C=CC2=C(N=C(S2)NS(=O)(=O)C2=CC=C(C=C2)C)C1)=O N-(5-(3-(3,4-dimethoxyphenyl)ureido)benzo[d]thiazol-2-yl)-4-methylbenzenesulfonamide